BrC1=CC2=C(OC[C@@H](C(N2)=O)NC(OC(C)(C)C)=O)C=C1 tert-butyl (S)-(7-bromo-4-oxo-2,3,4,5-tetrahydrobenzo[b][1,4]oxazepin-3-yl)carbamate